C(C)(C)(C)OC(=O)N1CC2C(C2C1)C=1N=C2N(C=C(C=C2OC)C=2C=C(C=3N(N2)C=C(N3)C)C(F)F)C1 6-[6-[8-(difluoromethyl)-2-methyl-imidazo[1,2-b]pyridazin-6-yl]-8-methoxy-imidazo[1,2-a]pyridin-2-yl]-3-azabicyclo[3.1.0]hexane-3-carboxylic acid tert-butyl ester